IC=1C=C(C=CC1)C1(CC(C1)C)C1=NN=CN1C 3-((1s,3s)-1-(3-iodophenyl)-3-methylcyclobutyl)-4-methyl-4H-1,2,4-triazole